C(C)OC(=O)OC1=C(C=C(C(=O)O)C=C1OC)OC 4-ethoxycarbonyloxy-3,5-dimethoxybenzoic acid